(phenyl)(biphenylyl)(phenylindolocarbazolyl)triazine C1(=CC=CC=C1)C1=C(C(=NN=N1)C1=C2C(=CC=C1C1=CC=CC=C1)N=C1C=CC3=C4C=CC=CC4=NC3=C12)C1=C(C=CC=C1)C1=CC=CC=C1